C(#N)C=1C=CC2=CN(N=C2C1)CC1=C2C=CNC2=C(C=C1C(=O)NC)C 4-((6-cyano-2H-indazol-2-yl)methyl)-N,7-dimethyl-1H-indole-5-carboxamide